Cl.FC1=C2C(=NN(C2=CC=C1)S(=O)(=O)CC1=CC=CC=C1)C1CCNCC1 4-fluoro-3-(piperidin-4-yl)-1-toluenesulfonyl-1H-indazole hydrochloride